tert-butyl (3R)-3-(2-methyl-4-nitro-phenoxy)pyrrolidine-1-carboxylate CC1=C(O[C@H]2CN(CC2)C(=O)OC(C)(C)C)C=CC(=C1)[N+](=O)[O-]